C(C)(=O)O[C@@H]1COCC[C@H]1NC1=NN2C(C=N1)=C(C(=C2C2(CCC2)CC)C#N)C(F)(F)F (3S,4R)-4-{[6-cyano-7-(1-ethylcyclobutyl)-5-(trifluoromethyl)pyrrolo[2,1-f][1,2,4]triazin-2-yl]amino}oxan-3-yl acetate